C1CC12NC(=NC2)SCC2=CSC1=NC3=CC=C(C=C3CN12)Cl 3-(((4,6-diazaspiro[2.4]hept-5-en-5-yl)thio)methyl)-7-chloro-5H-thiazolo[2,3-b]quinazoline